2-(2,7-dimethyl-2H-indazol-5-yl)-7-(piperazin-1-yl)-4H-pyrido[1,2-a]pyrimidin-4-one CN1N=C2C(=CC(=CC2=C1)C=1N=C2N(C(C1)=O)C=C(C=C2)N2CCNCC2)C